Ethyl (1S,3S)-2,2-difluoro-3-(4-sulfamoylphenyl)cyclopropanecarboxylate FC1([C@@H]([C@H]1C1=CC=C(C=C1)S(N)(=O)=O)C(=O)OCC)F